C(C1=CC=CC=C1)N1C[C@H](C[C@H]1CNC(=O)C=1NC2=C(C=CC=C2C1C1=CC=C(C=C1)F)F)CNC(OC(C)(C)C)=O tert-Butyl (((3R,5S)-1-benzyl-5-((7-fluoro-3-(4-fluorophenyl)-1H-indole-2-carboxamido)methyl)pyrrolidin-3-yl)methyl)carbamate